(1S,2R)-2-((S)-8-(Benzo[d]isoxazol-3-ylmethoxy)-5-chloro-1-((2-oxopyrrolidin-1-yl)methyl)-1,2,3,4-tetrahydroisochinolin-2-carbonyl)-N,1-dimethylcyclohexan-1-carboxamid O1N=C(C2=C1C=CC=C2)COC=2C=CC(=C1CCN([C@@H](C21)CN2C(CCC2)=O)C(=O)[C@H]2[C@](CCCC2)(C(=O)NC)C)Cl